bis(10-benzo[h]quinolinolate) beryllium [Be+2].N1=CC=CC2=CC=C3C(=C12)C(=CC=C3)[O-].N3=CC=CC1=CC=C2C(=C31)C(=CC=C2)[O-]